tert-butyl (1R,2R,3S,5S)-2-fluoro-3-((5-(2-(methoxymethoxy)-4-(1H-pyrazol-4-yl)phenyl)-1,3,4-thiadiazol-2-yl)(methyl)amino)-8-azabicyclo[3.2.1]octane-8-carboxylate F[C@@H]1[C@H]2CC[C@@H](C[C@@H]1N(C)C=1SC(=NN1)C1=C(C=C(C=C1)C=1C=NNC1)OCOC)N2C(=O)OC(C)(C)C